1-(tert-butoxycarbonyl)-3-methylpiperidine C(C)(C)(C)OC(=O)N1CC(CCC1)C